3-hydroxy-4-((2-((2-(hydroxymethyl)-6,6-dimethyl-4,5,6,7-tetrahydrobenzofuran-7-yl)amino)-3,4-dioxocyclobut-1-en-1-yl)amino)-N,N-dimethylpicolinamide OC=1C(=NC=CC1NC1=C(C(C1=O)=O)NC1C(CCC=2C=C(OC21)CO)(C)C)C(=O)N(C)C